C(C)(C)(C)OC(NCCCC[C@@H](C(=O)N1C=C(C2=CC=CC=C12)CCN(C)C)NC(OC(C)(C)C)=O)=O (S)-(6-(3-(2-(dimethylamino)ethyl)-1H-indol-1-yl)-6-oxohexane-1,5-diyl)dicarbamic acid di-tert-butyl ester